ClC=1C=CC2=C([C@@H](C[C@@H](O2)C(=O)NC23CC(C2)(C3)C=3OC(=CN3)C3=CC(=C(C=C3)Cl)F)O)C1 (2R,4R)-6-chloro-N-{3-[5-(4-chloro-3-fluorophenyl)-1,3-oxazol-2-yl]bicyclo[1.1.1]pentan-1-yl}-4-hydroxy-3,4-dihydro-2H-1-benzopyran-2-carboxamide